FC1=CC=C(C=C1)[C@@H]1N(C[C@H](NC1)C)C(C(=O)N)=O 2-((2S,5R)-2-(4-fluorophenyl)-5-methylpiperazin-1-yl)-2-oxoacetamide